FC1=CC2=C([C@@H](C[C@@H](O2)C(=O)NC23CC(C2)(C3)N3N=CC(=C3)OCCOC(F)(F)F)O)C=C1C(F)(F)F (2R,4R)-7-fluoro-4-hydroxy-N-(3-{4-[2-(trifluoromethoxy)ethoxy]-1H-pyrazol-1-yl}bicyclo[1.1.1]pentan-1-yl)-6-(trifluoromethyl)-3,4-dihydro-2H-1-benzopyran-2-carboxamide